(1R)-1-[3-[2-(methoxymethyl)-4-pyridinyl]-1,2,4-thiadiazol-5-yl]ethylamine hydrochloride Cl.COCC1=NC=CC(=C1)C1=NSC(=N1)[C@@H](C)N